C(CCCCCCCCCCCCC(=O)N)CCCCCCCCCCCC(=O)N ethylenedilauramide